ClC1=C2C=C(OC=C2C=2C(C1=O)(OC(C2C(C(C(C)O)C)=O)=O)C)\C=C\C(CC)C (E)-5-chloro-9-(3-hydroxy-2-methylbutanoyl)-6a-methyl-3-(3-methylpent-1-en-1-yl)-6H-furo[2,3-h]isochromene-6,8(6aH)-dione